3-((4,6-difluoro-1H-indol-5-yl)oxy)benzonitrile FC1=C2C=CNC2=CC(=C1OC=1C=C(C#N)C=CC1)F